1-(4-(2,6-dioxopiperidin-3-yl)-3,5-difluorophenyl)azetidin-3-yl (6-((R)-2-methylpyrrolidin-1-yl)pyridin-3-yl)carbamate C[C@H]1N(CCC1)C1=CC=C(C=N1)NC(OC1CN(C1)C1=CC(=C(C(=C1)F)C1C(NC(CC1)=O)=O)F)=O